2-(2,6-dioxopiperidin-3-yl)-5-(4-((1-(((1r,3r)-3-((5-(5-methyl-5H-pyrido[4,3-b]indol-7-yl)pyridin-2-yl)oxy)cyclobutyl)methyl)piperidin-4-yl)methyl)piperidin-1-yl)isoindoline-1,3-dione O=C1NC(CCC1N1C(C2=CC=C(C=C2C1=O)N1CCC(CC1)CC1CCN(CC1)CC1CC(C1)OC1=NC=C(C=C1)C=1C=CC=2C3=C(N(C2C1)C)C=CN=C3)=O)=O